C[N+](C)(C)CCOP(=O)([O-])OP(=O)(O)OC[C@@H]1[C@H]([C@H]([C@@H](O1)N2C=CC(=NC2=O)N)O)O The molecule is a member of the class of phosphocholines that is the chloine ester of CDP. It is an intermediate obtained in the biosynthetic pathway of structural phospholipids in cell membranes. It has a role as a human metabolite, a psychotropic drug, a neuroprotective agent, a Saccharomyces cerevisiae metabolite and a mouse metabolite. It is a member of phosphocholines and a member of nucleotide-(amino alcohol)s. It derives from a CDP. It is a conjugate base of a CDP-choline(1+).